O=C1NC(CCC1N1C(C2=CC=C(C=C2C1=O)OCCOCCOCCOCCOCCOCCOC1=NC=C(C=C1)C=1C=CC=2C3=C(N(C2C1)C)C=CN=C3)=O)=O 2-(2,6-dioxopiperidin-3-yl)-5-((17-((5-(5-methyl-5H-pyrido[4,3-b]indol-7-yl)pyridin-2-yl)oxy)-3,6,9,12,15-pentaoxaheptadecyl)oxy)isoindoline-1,3-dione